C(C)(C)(C)OC(NC1CCC(CC1)CNC1=C2CN(C(C2=CC=C1)=O)C1C(NC(CC1)=O)=O)=O tert-butyl((1s,4s)-4-(((2-(2,6-dioxopiperidin-3-yl)-1-oxoisoindolin-4-yl)amino)methyl)cyclohexyl)carbamate